CN1CCN(CC1)C(=O)O[C@H]2C3=NC=CN=C3C(=O)N2C4=NC=C(C=C4)Cl The molecule is the (5S)- (active) enantiomer of zopiclone. Unlike almost all other hypnotic sedatives, which are approved only for the relief of short-term (6-8 weeks) insomnia, eszopiclone is approved by the U.S. Food and Drug Administration for long-term use. It has a role as a sedative and a central nervous system depressant. It is an enantiomer of a (5R)-zopiclone.